CC1(OB(OC1(C)C)C1=CC=C2C=CC=C(C2=C1)NC(OC(C)(C)C)=O)C tert-butyl N-[7-(4,4,5,5-tetramethyl-1,3,2-dioxaborolan-2-yl)-1-naphthyl]carbamate